6-cyclobutoxy-2-(1-methyl-2-oxabicyclo[2.1.1]hexan-4-yl)-N-(6-methylpyrazolo[1,5-a]pyrimidin-3-yl)-2H-indazole-5-carboxamide C1(CCC1)OC=1C(=CC2=CN(N=C2C1)C12COC(C1)(C2)C)C(=O)NC=2C=NN1C2N=CC(=C1)C